1-(4-Chlorobenzyl)-2,2-dimethylpiperidin ClC1=CC=C(CN2C(CCCC2)(C)C)C=C1